(6R,6aS,11aR)-14-(cyclopropylmethyl)-8-methyl-9-phenyl-5,6,9,11-tetrahydro-6,11a-(epiminoethano)naphtho[2,1-f]indazole-2,6a(7H)-diol C1(CC1)CN1CC[C@@]23[C@@](CC4=C(N(N=C4C2)C2=CC=CC=C2)C)([C@H]1CC=1C=CC(=CC13)O)O